C(CCCC)N N-pentylamin